1-methyl-1-cyclopropylmethyl carbamate (1-methyl-1-cyclopropyl methyl carbamate) CC(C1CC1)NC(O)=O.C(N)(OC(C1CC1)C)=O